C(C)C=1C(=NC(=NC1C(F)(F)F)N1[C@H]([C@@H](C1)O)C)C=1C=NN(C1)C1CN(C1)C (2S,3R)-1-{5-ethyl-4-[1-(1-methyl-3-azetidinyl)-4-pyrazolyl]-6-(trifluoromethyl)-2-pyrimidinyl}-2-methyl-3-azetidinol